3-bromo-1,6-dimethyl-4-(piperazin-1-yl)-1,5-naphthyridin-2(1H)-one BrC=1C(N(C2=CC=C(N=C2C1N1CCNCC1)C)C)=O